BrC1=CC=C(O1)C(=O)NC=1C(=NC=C(C1)C(F)(F)F)N1CCN(CC1)C 5-bromo-N-(2-(4-methylpiperazin-1-yl)-5-(trifluoromethyl)pyridin-3-yl)furan-2-carboxamide